C(C)(=O)NC1=NN2C(CN(CCC2)C(=O)OC(C)(C)C)=C1 tert-butyl 2-acetamido-4,6,7,8-tetrahydropyrazolo[1,5-a][1,4]diazepine-5-carboxylate